t-Butyl (4-(ethylthio)-1-methyl-3-(7-(trifluoromethyl)-[1,2,4]triazolo[1,5-c]pyrimidin-2-yl)-1H-pyrazole-5-yl)carbamate C(C)SC=1C(=NN(C1NC(OC(C)(C)C)=O)C)C1=NN2C=NC(=CC2=N1)C(F)(F)F